C(CCC)N1C(C=2C=CC=3C(N(C(C=4C3C2C(C1=O)=CC4)=O)CCCC)=O)=O 2,7-dibutyl-benzo[lmn][3,8]phenanthroline-1,3,6,8(2H,7H)-tetraone